1,3-bis-(2,5-diaminophenoxy)propan-2-ol NC1=C(OCC(COC2=C(C=CC(=C2)N)N)O)C=C(C=C1)N